5-[4-(4,4,5,5-tetramethyl-1,3,2-dioxaborolan-2-yl)phenyl]-2-(trifluoromethyl)pyridine CC1(OB(OC1(C)C)C1=CC=C(C=C1)C=1C=CC(=NC1)C(F)(F)F)C